N-[4-(4-cyano-1H-pyrazol-1-yl)-3-sulfamoylphenyl]-2-(2-nitrophenyl)acetamide C(#N)C=1C=NN(C1)C1=C(C=C(C=C1)NC(CC1=C(C=CC=C1)[N+](=O)[O-])=O)S(N)(=O)=O